P(=S)(S)(O)O.C1(=CC=CC=C1)SC1=CC=CC=C1.C(C)(C)C=C isopropyl-ethylene phenyl sulfide dithiophosphate